C[C@]1(CCC[C@]2([C@H]1CC[C@@]3([C@@H]2C[C@H]([C@]4([C@H]3CC=C5[C@@H]4COC5=O)C)O)C)C)CO The molecule is a scalarane sesterterpenoid that is 12-O-deacetyl-12-epi-19-deoxy-scalarin substituted by an additional hydroxy group at position 21. It has been isolated from the sponge, Hyattella species. It has a role as an animal metabolite. It is a gamma-lactone, an organic heteropentacyclic compound and a scalarane sesterterpenoid. It derives from a 12-epi-scalarin.